C(C)(C)(C)OC(=O)C=1C=C2CCC(CC2=CC1)OC(=O)C1C2C=CC(C1)C2 5-(6-tert-butoxycarbonyl-tetrahydronaphthalene-2-yloxycarbonyl)-bicyclo[2.2.1]hept-2-ene